2-[(6,7-dichloro-2,2-dioxo-4,9-dihydro-1H-pyrrolo[3,2-h][2,1,3]benzothiadiazin-3-yl)methyl]aniline ClC=1C2=C(C3=C(CN(S(N3)(=O)=O)CC3=C(N)C=CC=C3)C1)NC=C2Cl